2-((5aR,8aS)-5a,6,8,8a-tetrahydrofuro[3,4-b]pyrrolo[3',2':5,6]pyrido[3,2-e][1,4]oxazin-5(1H)-yl)-4-(2-((S)-2-(o-tolyl)pyrrolidin-1-yl)-7-azaspiro[3.5]nonan-7-yl)benzamide N1C=CC2=CC=3N([C@H]4[C@H](OC3N=C21)COC4)C4=C(C(=O)N)C=CC(=C4)N4CCC2(CC(C2)N2[C@@H](CCC2)C2=C(C=CC=C2)C)CC4